OC(CCCCCCCCCCCCCCCCCCCC(=O)O)CCCCCCCC 21-Hydroxy-nonacosanoic acid